Methyl 2-((1H-pyrrolo[2,3-b]pyridin-5-yl)oxy)-4-(4-((4'-chloro-4-vinyl-[1,1'-biphenyl]-2-yl)(hydroxy)methyl)piperidin-1-yl)benzoate N1C=CC=2C1=NC=C(C2)OC2=C(C(=O)OC)C=CC(=C2)N2CCC(CC2)C(O)C2=C(C=CC(=C2)C=C)C2=CC=C(C=C2)Cl